FC1=CC(=C(O[C@@H]2[C@H]([C@H]([C@@H](C2)N2C=CC3=C2N=CN=C3C)O)O)C=C1)CO (1S,2S,3S,5R)-3-(4-fluoro-2-(hydroxymethyl)phenoxy)-5-(4-methyl-7H-pyrrolo[2,3-d]pyrimidin-7-yl)cyclopentane-1,2-diol